2'-C-methyl-7-deazaadenosine C[C@@]1([C@@H](O[C@@H]([C@H]1O)CO)N1C=CC=2C(N)=NC=NC12)O